4-(methylsulfonyl)-1,4-oxazepane-2-carboxylate CS(=O)(=O)N1CC(OCCC1)C(=O)[O-]